sec-butyl 3-((R)-2-(6-((5-acrylamido-4-((2-(dimethyl-amino)ethyl)(meth-yl)amino)-2-meth-oxyphenyl)amino)-pyrimidin-4-yl)-isoxazolidin-3-yl)-benzoate C(C=C)(=O)NC=1C(=CC(=C(C1)NC1=CC(=NC=N1)N1OCC[C@@H]1C=1C=C(C(=O)OC(C)CC)C=CC1)OC)N(C)CCN(C)C